CN(C(O[C@@H]1CC[C@H](CC1)C(N(C[C@@H]1CC[C@H](CC1)C1=CC(=C(C=C1)OC)C)C1=CC(=CC=C1)C=1C=NN(C1)C1CC1)=O)=O)C trans-4-((3-(1-Cyclopropyl-1H-pyrazol-4-yl)phenyl)((trans-4-(4-methoxy-3-methyl-phenyl)cyclohexyl)-methyl)carbamoyl)-cyclohexyl dimethyl-carbamate